CN1C=C(C(C=C1C)=O)C(=O)N 1,6-dimethyl-4-oxopyridine-3-carboxamide